FC=1C(=NC=CC1)C1=NN=C(S1)N 5-(3-fluoropyridin-2-yl)-1,3,4-thiadiazol-2-amine